[Cl-].ClC(C1=NC(=NO1)C1=CC(=C(C=C1)C[NH3+])F)(F)F 1-(4-{5-[chloro(difluoro)methyl]-1,2,4-oxadiazol-3-yl}-2-fluoro-phenyl)methanaminium chloride